ClC=1N=C(N(N1)C1=NC=CC=N1)C(C)N 1-(5-chloro-2-pyrimidin-2-yl-1,2,4-triazol-3-yl)ethanamine